[S-2].[Mn+2].[Ni+2].[Co+2].[S-2].[S-2] Cobalt-nickel-manganese sulfide